isopropyl ((((R,S)-(2R,3R,4R,5R)-5-(2-amino-6-(N-methyl-N-cyclopropyl-amino)-9H-purin-9-yl)-4-fluoro-3-hydroxy-4-methyltetrahydrofuran-2-yl)methoxy)-phenoxy-phosphoryl)-L-alaninate NC1=NC(=C2N=CN(C2=N1)[C@H]1[C@]([C@@H]([C@H](O1)COP(=O)(OC1=CC=CC=C1)N[C@@H](C)C(=O)OC(C)C)O)(C)F)N(C1CC1)C